1-(((4-(1-methyl-4-(trifluoromethyl)-1H-imidazol-2-yl)benzyl)amino)methyl)cyclopropane-1-carboxylic acid ethyl ester C(C)OC(=O)C1(CC1)CNCC1=CC=C(C=C1)C=1N(C=C(N1)C(F)(F)F)C